R-acetone CC(=O)C